ClC=1C=C(C=CC1)C(CNC(=O)NCC=1C=C(C=CC1)C)(C)OC 1-[2-(3-chlorophenyl)-2-methoxy-propyl]-3-(m-tolylmethyl)urea